(S)-1-(1-(3-chlorophenyl)-2-hydroxyethyl)-4-(3-(2-methylpyridin-4-yl)-1H-pyrazolo[4,3-b]pyridin-5-yl)pyridin-2(1H)-one ClC=1C=C(C=CC1)[C@@H](CO)N1C(C=C(C=C1)C1=CC=C2C(=N1)C(=NN2)C2=CC(=NC=C2)C)=O